FC(C1=CC=C(C=C1)/C=C/C[C@@H]1CN(CC1)C(=O)OC(C)(C)C)(F)F tert-butyl (S,E)-3-(3-(4-(trifluoromethyl)phenyl)allyl)pyrrolidine-1-carboxylate